1,1'-bis-(4-hydroxyphenyl)-ortho-diisopropylbenzene OC1=CC=C(C=C1)C1(C(C=CC=C1)C(C)(C)C1=CC=C(C=C1)O)C(C)C